4-{4-[5-(3,5-Dichloro-phenyl)-5-trifluoromethyl-4,5-dihydro-isoxazol-3-yl]-2-methyl-benzoylamino}-isoxazolidine-2-carboxylic Acid Tert-Butyl Ester C(C)(C)(C)OC(=O)N1OCC(C1)NC(C1=C(C=C(C=C1)C1=NOC(C1)(C(F)(F)F)C1=CC(=CC(=C1)Cl)Cl)C)=O